C(C)(=O)O[BH-](OC(C)=O)OC(C)=O.[Na+].CN1N=CC(=C1)CCCN1CC(CC1)C1=NNC2=CC=CC=C12 3-(1-(3-(1-methyl-1H-pyrazol-4-yl)propyl)pyrrolidin-3-yl)-1H-indazole sodium triacetoxyborohydride